P(O)(O)O.P(O)(O)O.P(O)(O)O.CCCC butane triphosphite